NC1(CC(=C(C=C1)C1=C(C=CC=C1)C(F)(F)F)C(F)(F)F)N 4,4-diamino-2,2'-bistrifluoromethylbiphenyl